(E)-(3s,5r)-3-aminomethyl-5-methyl-non-7-enoic acid NC[C@H](CC(=O)O)C[C@@H](C\C=C\C)C